4-((5-([1,1'-biphenyl]-4-yl)-1H-pyrazol-3-yl)amino)phenol C1(=CC=C(C=C1)C1=CC(=NN1)NC1=CC=C(C=C1)O)C1=CC=CC=C1